6-hydroxy-5-[3-[[4-(2-phenylethoxy)phenyl]carbamoyl]phenyl]pyridine-3-carboxylic acid OC1=C(C=C(C=N1)C(=O)O)C1=CC(=CC=C1)C(NC1=CC=C(C=C1)OCCC1=CC=CC=C1)=O